(S)-3-((S)-sec-butyl)-4-((S)-2-hydroxypropanoyl)-1,3,4,5-tetrahydro-2H-benzo[e][1,4]diazepin-2-one [C@H](C)(CC)[C@@H]1N(CC2=C(NC1=O)C=CC=C2)C([C@H](C)O)=O